BrC1=CC(=C(C(=O)OC)C=C1NC1=C(C=CC=C1)O)[N+](=O)[O-] Methyl 4-bromo-5-((2-hydroxyphenyl) amino)-2-nitrobenzoate